CN(CCS(=O)(=O)N1C[C@@H]2C([C@@H]2C1)C#CC=1C(=C(C(=CC1)O)N1CC(NS1)=O)F)C 5-(3-(((1R,5S,6S)-3-((2-(dimethylamino)ethyl)sulfonyl)-3-azabicyclo[3.1.0]hexan-6-yl)ethynyl)-2-fluoro-6-hydroxyphenyl)-1,2,5-thiadiazolidin-3-one